tetra(nonan-3-yl) 9,9',9'',9'''-((((5-((3-(diethylamino)propoxy)carbonyl)isophthaloyl)bis(azanediyl))bis(propane-3,1-diyl))bis(azanetriyl))tetranonanoate C(C)N(CCCOC(=O)C=1C=C(C=C(C(=O)NCCCN(CCCCCCCCC(=O)OC(CC)CCCCCC)CCCCCCCCC(=O)OC(CC)CCCCCC)C1)C(=O)NCCCN(CCCCCCCCC(=O)OC(CC)CCCCCC)CCCCCCCCC(=O)OC(CC)CCCCCC)CC